tert-butyl [2-(4-chloro-5-{1-[(6,7-dimethoxy-2-methylquinazolin-4-yl)amino]ethyl}thiophen-2-yl)benzyl]carbamate ClC=1C=C(SC1C(C)NC1=NC(=NC2=CC(=C(C=C12)OC)OC)C)C1=C(CNC(OC(C)(C)C)=O)C=CC=C1